P(=O)(OC[C@H](C(=O)NC1=CC=C(C=C1)CCCCCCCCCC)N)([O-])[O-] (R)-2-amino-3-((4-decylphenyl) amino)-3-oxopropyl phosphate